N-(2,6-xylyl)alanine methyl ester COC([C@@H](NC1=C(C=CC=C1C)C)C)=O